sodium ((1-(6,7-dimethoxyquinazolin-4-yl) azepan-4-yl) methyl) phosphonate P(OCC1CCN(CCC1)C1=NC=NC2=CC(=C(C=C12)OC)OC)([O-])=O.[Na+]